C[C@@H](C(=O)O)CC R-2-methyl-butyric acid